5-(2-((1H-Imidazol-4-yl)amino)pyridin-4-yl)-7-(3,3-dimethylbut-1-yn-1-yl)-1H-indazol-3-amine N1C=NC(=C1)NC1=NC=CC(=C1)C=1C=C2C(=NNC2=C(C1)C#CC(C)(C)C)N